3-(difluoromethoxy)-5-methylpyridin FC(OC=1C=NC=C(C1)C)F